S(=O)(=O)(ON1[C@@H]2CC[C@H](N(C1=O)C2)C(NS(=O)(=O)C2CC(CC2)N(C)C)=N)O (2S,5R)-2-(N-((3-(dimethylamino) cyclopentyl) sulfonyl) carbamimidoyl)-7-oxo-1,6-diazabicyclo[3.2.1]octan-6-yl hydrogen sulfate